(rac)-(5-Bromo-1H-imidazo[4,5-b]pyridin-2-yl)-(1-ethyl-3-piperidyl)amine BrC1=CC=C2C(=N1)N=C(N2)N[C@H]2CN(CCC2)CC |r|